1-(1-(4-Chlorophenyl)-2,5-dimethyl-1H-pyrrol-3-yl)-2-(piperidin-3-yl)ethanone ClC1=CC=C(C=C1)N1C(=C(C=C1C)C(CC1CNCCC1)=O)C